ClC1=CC(=C(C=C1)NC1=CC=NC2=CC(=CC=C12)C)OC N-(4-chloro-2-methoxyphenyl)-7-methylquinolin-4-amine